C=C(CC)C1=C2CC(NC2=C(C=C1)F)=O 4-(but-1-en-2-yl)-7-fluoroindolin-2-one